1,4-dibutyl-aminoanthraquinone C(CCC)C1=C(C=C(C=2C(C3=CC=CC=C3C(C12)=O)=O)CCCC)N